6-(3,5-dimethoxyphenyl)-7-(hydroxyamino)-N-(pent-4-yn-1-yl)quinazolin-2-amine COC=1C=C(C=C(C1)OC)C=1C=C2C=NC(=NC2=CC1NO)NCCCC#C